C1(CC1)[C@]1(C(N(C[C@H]1C)C=1C=2N(C=C(N1)C=1C=NN(C1)C=1C=NC=CC1)N=CC2)=O)C#N (3R,4S)-3-cyclopropyl-4-methyl-2-oxo-1-[6-(1-pyridin-3-ylpyrazol-4-yl)pyrazolo[1,5-a]pyrazin-4-yl]pyrrolidine-3-carbonitrile